1-(4-phenylbut-3-en-2-yl)-4-vinylbenzene C1(=CC=CC=C1)C=CC(C)C1=CC=C(C=C1)C=C